ClC=1C=C(C=2CCC(C2C1)(C)O)S(=O)(=O)NC1=C(C(=C(C=C1)F)C=1C=C2C=NC(=NC2=CC1)NC1CCN(CC1)CCOC)F 6-chloro-N-(2,4-difluoro-3-(2-((1-(2-methoxyethyl)piperidin-4-yl)amino)quinazolin-6-yl)phenyl)-1-hydroxy-1-methyl-2,3-dihydro-1H-indene-4-sulfonamide